IC1=CC=C(OCCN(C(OC(C)(C)C)=O)CC=O)C=C1 tert-butyl (2-(4-iodophenoxy)ethyl)(2-oxoethyl)carbamate